CC1(C2=C(CN(CC1)CC1=NC(=CC=C1)C)C=C(C=C2)C2=CC=C(C=C2)C(F)(F)F)C 5,5-dimethyl-2-((6-methylpyridin-2-yl)methyl)-8-(4-(trifluoromethyl)phenyl)-2,3,4,5-tetrahydro-1H-benzo[c]azepine